FC(OC1=NC(=NN2C1=C(C=C2)C2=CC=1N(C=C2)N=CC1)NC1CCC(CC1)(O)C)F (1r,4r)-4-((4-(difluoromethoxy)-5-(pyrazolo[1,5-a]pyridin-5-yl)pyrrolo[2,1-f][1,2,4]triazin-2-yl)amino)-1-methylcyclohexan-1-ol